tert-butyl 6-((2-(3,3-difluoropyrrolidin-1-yl)-4-(2-fluorophenyl)pyridin-3-yl)carbamoyl)-2,6-diazaspiro[3.3]heptane-2-carboxylate FC1(CN(CC1)C1=NC=CC(=C1NC(=O)N1CC2(CN(C2)C(=O)OC(C)(C)C)C1)C1=C(C=CC=C1)F)F